C1(CCCC1)CN1[C@@H](C=2NC3=CC=CC=C3C2C[C@H]1C)C1=C(C=C(C=C1F)OCCN1CC(C1)CF)F (1R,3R)-2-(cyclopentylmethyl)-1-[2,6-difluoro-4-[2-[3-(fluoromethyl)azetidin-1-yl]ethoxy]phenyl]-3-methyl-1,3,4,9-tetrahydropyrido[3,4-b]indole